ClC1=CC(=C2C=CN(C2=C1)C#C)OC 6-chloro-1-ethynyl-4-methoxy-indole